8-(tert-butyl) 2-ethyl (1S,2R,5R)-4-oxo-3,8-diazabicyclo[3.2.1]octane-2,8-dicarboxylate O=C1N[C@H]([C@@H]2CC[C@H]1N2C(=O)OC(C)(C)C)C(=O)OCC